BrC1=C(SC=C1)C(=O)N1CCN(CC1)C1=C(C=CC=C1)N(S(=O)(=O)C=1C=CC2=C(C(=C(S2)C(=O)O)C)C1)CCC1=CC(=CC=C1)Cl 5-(N-(2-(4-(3-bromothiophene-2-carbonyl)piperazin-1-yl)phenyl)-N-(3-chlorophenethyl)sulfamoyl)-3-methylbenzothiophene-2-carboxylic acid